C(C)C(CNCC)NCC 1,N1,N2-triethylethane-1,2-diamine